ClC=1C=C(C=CC1Cl)NC(=O)[C@@H]1[C@H]2[C@@H]3C[C@@H]3[C@@H]([C@@H]1C1=CC(=NC=C1)C)O2 |r| rac-(1S,2S,4R,5R,6S,7S)-N-(3,4-dichlorophenyl)-7-(2-methylpyridin-4-yl)-8-oxatricyclo[3.2.1.02,4]octane-6-carboxamide